FC1=C(C=CC=C1)C=1N(C=C(C1)CNC)S(=O)(=O)C=1CCCNC1 5-((2-(2-fluorophenyl)-4-((methylamino)methyl)-1H-pyrrole-1-yl)sulfonyl)-1,2,3,4-tetrahydropyridine